ClC=1C=NC(=C2C=CC(N(C12)C1=C(C=CC=C1Cl)Cl)CO)CCCO 8-chloro-1-(2,6-dichlorophenyl)-2-(hydroxymethyl)-5-(3-hydroxypropyl)-1,6-naphthyridine